1,7-dihydroxy-3-methoxy-2-prenylxanthone OC1=C(C(=CC=2OC3=CC=C(C=C3C(C12)=O)O)OC)CC=C(C)C